(5R,8S)-N-(3-bromo-4-cyanophenyl)-6,7,8,9-tetrahydro-5H-5,8-epiminocyclohepta[d]-pyrimidine-10-carboxamide BrC=1C=C(C=CC1C#N)NC(=O)N1[C@@H]2CC[C@H]1CC=1N=CN=CC12